6-Chloro-2,3-bis((1-cyclopropyltetrazol-5-yl)thio)quinoxaline ClC=1C=C2N=C(C(=NC2=CC1)SC1=NN=NN1C1CC1)SC1=NN=NN1C1CC1